FC1=CC(=C2C(=N1)C(=C(N2)C2=CC(=NC=C2)NC(C)=O)C2=NC=CC=C2)OC[C@@H]2OCCC2 |r| N-{4-[5-fluoro-7-{[(rac)-oxolan-2-yl]methoxy}-3-(pyridin-2-yl)-1H-pyrrolo[3,2-b]pyridin-2-yl]pyridin-2-yl}acetamide